(S)-3-oxo-2-(3-(2-oxopyrrolidin-1-yl)bicyclo[1.1.1]Pentan-1-yl)hexahydroimidazo[1,5-a]pyrazine O=C1N(C[C@H]2N1CCNC2)C21CC(C2)(C1)N1C(CCC1)=O